BrC1=C(C(=CC=C1[N+](=O)[O-])O)O 3-bromo-4-nitrobenzene-1,2-diol